[18F]fluorobenzoic acid [18F]C1=C(C(=O)O)C=CC=C1